ClC=1C=C(C=2N(C1)C=C(N2)CN2C(C1=CC=CC=C1C2=O)=O)N2CCN(CC2)C(=O)OC(C)(C)C tert-butyl 4-(6-chloro-2-((1,3-dioxoisoindolin-2-yl)methyl)imidazo[1,2-a]pyridin-8-yl)piperazine-1-carboxylate